C1(CCCC1)NCC1(CN(C1)C(=O)C1=C(C(=C(C=C1)F)F)NC1=C(C=C(C=C1)I)F)O 3-[(cyclopentylamino)methyl]-1-({3,4-difluoro-2-[(2-fluoro-4-iodophenyl)amino]phenyl}carbonyl)azetidin-3-ol